FC=1C(=NC(=NC1)NC1CC(CCC1)C(=O)O)C1=CC(=CC=C1)C1(COC1)O 3-((5-fluoro-4-(3-(3-hydroxyoxetan-3-yl)phenyl)pyrimidin-2-yl)amino)cyclohexane-1-carboxylic acid